(6-(difluoromethyl)-5-methylpyridin-3-yl)(2,3-difluorophenyl)methanone FC(C1=C(C=C(C=N1)C(=O)C1=C(C(=CC=C1)F)F)C)F